C(C=C)N1C(CC(CC1)C1=C(C(=O)O)C=CC(=C1)Cl)=O 2-(1-allyl-2-oxopiperidin-4-yl)-4-chlorobenzoic acid